Ethyl 1-({[2-(1H-1,3-benzodiazol-2-yl) ethyl] carbamoyl} methyl)-1H-pyrazole-4-carboxylate N1C(=NC2=C1C=CC=C2)CCNC(=O)CN2N=CC(=C2)C(=O)OCC